(S)-(4-oxo-butan-2-yl)carbamic acid tert-butyl ester C(C)(C)(C)OC(N[C@@H](C)CC=O)=O